[N+](=O)([O-])C1=CN=C(S1)SC=1SC=C(N1)C1=CC=C(C(=O)O)C=C1 4-(2-((5-nitrothiazol-2-yl)thio)thiazol-4-yl)benzoic acid